1-(4-((1S,2S)-6-Hydroxy-2-isobutyl-1,2,3,4-tetrahydronaphthalen-1-yl)phenyl)piperidine OC=1C=C2CC[C@H]([C@H](C2=CC1)C1=CC=C(C=C1)N1CCCCC1)CC(C)C